FC1(CC(C1)(C1=NN=CN1C)C=1C=C(C=CC1)N1C(C2=CC(=CC(=C2C1)C(F)(F)F)CN1C[C@H](OCC1)C)=O)F 2-{3-[3,3-difluoro-1-(4-methyl-1,2,4-triazol-3-yl)cyclobutyl]phenyl}-6-{[(2R)-2-methylmorpholin-4-yl]methyl}-4-(trifluoromethyl)-3H-isoindol-1-one